CN(C1(CCC2(CN(C(N2CCCOC)=O)CC(=O)O)CC1)C1=CC=CC=C1)C CIS-2-[8-Dimethylamino-1-(3-methoxy-propyl)-2-oxo-8-phenyl-1,3-diazaspiro[4.5]decan-3-yl]-acetic acid